C(C=C)(=O)N1C[C@@H](N(CC1)C=1C2=C(N(C(N1)=O)C=1C(=NC(=CC1SC)C)C(C)C)N=C(C(=C2)F)C2=C(C=CC=C2O)F)C 4-((S)-4-acryloyl-2-methylpiperazin-1-yl)-6-fluoro-7-(2-fluoro-6-hydroxyphenyl)-1-(2-isopropyl-6-methyl-4-(methylthio)pyridin-3-yl)pyrido[2,3-d]pyrimidin-2(1H)-one